N-[(5-fluoro-1H-indazol-4-yl)methyl]-4-(trifluoromethoxy)-benzamide FC=1C(=C2C=NNC2=CC1)CNC(C1=CC=C(C=C1)OC(F)(F)F)=O